ClC=1N=C2C(=NC1)N(C=C2C2=NC(=CC(=N2)NC2C(C1CCC2CC1)C(=O)OC)C1=COC=C1)C(C1=CC=CC=C1)(C1=CC=CC=C1)C1=CC=CC=C1 (+/-)-trans-methyl 3-((2-(2-chloro-5-trityl-5H-pyrrolo[2,3-b]pyrazin-7-yl)-6-(furan-3-yl)pyrimidin-4-yl)amino)bicyclo[2.2.2]octane-2-carboxylate